ClC1=C(C=C(N=N1)C#N)C 6-chloro-5-methyl-pyridazine-3-carbonitrile